C(CCCCCCCCCCC)OC1=CC=C(C=C1)S(=O)(=O)C=1C=NC2=CC=C(C=C2C1N1CCC(CC1)N1CCC(CC1)N1CCN(CC1)C(C)C)[S@](=O)C (R)-3-((4-(dodecyloxy)phenyl)sulfonyl)-4-(4-(4-isopropylpiperazin-1-yl)-[1,4'-bipiperidin]-1'-yl)-6-(methylsulfinyl)quinoline